C1N(CC12CNCC2)C2=CC=C(C=C2)NC=2N=CC=1C(N(C=3N(C1N2)C=CN3)C3=C(C=CC=C3Cl)Cl)=O 2-{[4-(2,6-diazaspiro[3.4]oct-2-yl)phenyl]amino}-6-(2,6-dichlorophenyl)imidazo[1,2-a]pyrimido[5,4-e]pyrimidin-5(6H)-one